ClC=1C(=NNC1)C1=NC(=NC=C1C(F)(F)F)N[C@@H]1CC[C@H](CC1)N(C(COC)=O)C1=NC=C(N=C1)C=1C=NC(=NC1)OC N-(trans-4-((4-(4-chloro-1H-pyrazol-3-yl)-5-(trifluoromethyl)pyrimidin-2-yl)amino)cyclohexyl)-2-methoxy-N-(5-(2-methoxypyrimidin-5-yl)pyrazin-2-yl)acetamide